CC1=NC(=NO1)C1=CC=C2C=CN=C(C2=C1)NCCN1C(C=2C=C(C=NC2C=C1)C(=O)OC(C)C)=O Propan-2-yl 6-(2-{[7-(5-methyl-1,2,4-oxadiazol-3-yl)isoquinolin-1-yl]amino}ethyl)-5-oxo-5,6-dihydro-1,6-naphthyridine-3-carboxylate